(S)-5-((4-((2-hydroxy-1-phenylethyl)amino)-5-(1,3,4-oxadiazol-2-yl)pyrimidin-2-yl)amino)-3,3-dimethyl-2,3-dihydrobenzo[b]thiophene 1,1-dioxide OC[C@H](C1=CC=CC=C1)NC1=NC(=NC=C1C=1OC=NN1)NC1=CC2=C(S(CC2(C)C)(=O)=O)C=C1